2-[6-[2-(3-pyridyl)-5-thiazolyl]-2-pyridyl]Pyrimidine N1=CC(=CC=C1)C=1SC(=CN1)C1=CC=CC(=N1)C1=NC=CC=N1